C(C=C)C1(CCCC1)NC1=C(C=C(C(=N1)C(=O)NNC([C@](CCC=C)(C(F)(F)F)OCC1=CC=CC=C1)=O)[N+](=O)[O-])C(F)(F)F 6-[(1-allyl-cyclopentyl)amino]-N'-[(2R)-2-benzyloxy-2-(trifluoromethyl)hex-5-enoyl]-3-nitro-5-(trifluoromethyl)pyridine-2-carbohydrazide